3-(3,3-difluorocyclobutyl)-5-methylthiothieno[2,3-d]pyrimidine-2,4(1H,3H)-dione FC1(CC(C1)N1C(NC2=C(C1=O)C(=CS2)SC)=O)F